NC1=C(C=C(C=C1C(C)C)C(C(=O)O)C(=O)O)C(C)C 2-(4-amino-3,5-diisopropylphenyl)malonic acid